2-amino-5-(2-(1-(4,4-difluorocyclohexyl)pyrrolidin-3-yl)-2H-indazol-5-yl)-N-(4-hydroxybicyclo[2.2.2]oct-1-yl)nicotinamide NC1=C(C(=O)NC23CCC(CC2)(CC3)O)C=C(C=N1)C1=CC3=CN(N=C3C=C1)C1CN(CC1)C1CCC(CC1)(F)F